(E)-3-(6-hexyl-4-phenylquinolin-2-yl)but-2-enoic acid ethyl ester C(C)OC(\C=C(/C)\C1=NC2=CC=C(C=C2C(=C1)C1=CC=CC=C1)CCCCCC)=O